methyl ((1-((3-((2-(cyanomethoxy)-5-ethylphenyl)sulfonamido)-4-methoxybenzo[d]isoxazol-6-yl)methyl)-1H-pyrazol-4-yl)methyl)carbamate C(#N)COC1=C(C=C(C=C1)CC)S(=O)(=O)NC1=NOC2=C1C(=CC(=C2)CN2N=CC(=C2)CNC(OC)=O)OC